4-methyl-cyclohexan-1-amine CC1CCC(CC1)N